N-(5-((R)-3-(2-hydroxypropan-2-yl)pyrrolidin-1-yl)-2-(trifluoromethyl)pyridin-3-yl)-6-(1-(1,1,1-trifluoropropan-2-yl)-1H-pyrazol-4-yl)picolinamide OC(C)(C)[C@H]1CN(CC1)C=1C=C(C(=NC1)C(F)(F)F)NC(C1=NC(=CC=C1)C=1C=NN(C1)C(C(F)(F)F)C)=O